N-[3-[(2,3-dihydroxypropyl)(3-isotridecyloxypropyl)amino]propyl]palmitamide OC(CN(CCCNC(CCCCCCCCCCCCCCC)=O)CCCOCCCCCCCCCCC(C)C)CO